O1N=CN=C1[C@H](CCS(=O)(=N)CCCC(F)(F)F)N (S)-1-(1,2,4-oxadiazol-5-yl)-3-(4,4,4-trifluorobutylsulfonimidoyl)propan-1-amine